N[S@](=NC(CC1=C(C(=CC=C1C(C)C)F)C(C)C)=O)(=O)C=1C=NN2C1OCCC2 (R)-N-(amino(6,7-dihydro-5H-pyrazolo[5,1-b][1,3]oxazin-3-yl)(oxo)-λ6-sulfaneylidene)-2-(3-fluoro-2,6-diisopropylphenyl)acetamide